2-chloro-5-(cyclopropylethynyl)nicotinic acid ClC1=C(C(=O)O)C=C(C=N1)C#CC1CC1